IC1=CC=C(N=N1)NC1CC2CCC(C1)N2C(=O)OC(C)(C)C tert-butyl (exo)-3-[(6-iodopyridazin-3-yl)amino]8-azabicyclo(3.2.1)octane-8-carboxylate